2,2'-azobisisobutyramide N(=NC(C(=O)N)(C)C)C(C(=O)N)(C)C